C(C)(=O)C=1C(=NC(=CC1)N1C=NC2=C1C=C(C=C2)NC=2N=NC(=CC2)C)N2C[C@@H](CC2)C#N (3R)-1-[3-acetyl-6-[6-[(6-methylpyridazin-3-yl)amino]benzimidazol-1-yl]-2-pyridinyl]pyrrolidine-3-carbonitrile